3-(6-(Chloromethyl)-4-fluoropyridin-3-yl)piperidine-2,6-dione ClCC1=CC(=C(C=N1)C1C(NC(CC1)=O)=O)F